C(C)C1CN(CCC1)C(=O)C=1C=C2C(=NC1)NC=C2 (3-ethylpiperidin-1-yl)(1H-pyrrolo[2,3-b]pyridin-5-yl)methanone